Tert-butyl (6-(4-(3-amino-6-(2-hydroxyphenyl)pyridazin-4-yl)piperazin-1-yl)hexyl)carbamate NC=1N=NC(=CC1N1CCN(CC1)CCCCCCNC(OC(C)(C)C)=O)C1=C(C=CC=C1)O